FC1=CC(=C(C=C1C=1C=NC(=NC1)N1CCC(CC1)(C)O)NC(=O)C1=CNC(C=C1C(F)(F)F)=O)N1C[C@H](N([C@H](C1)C)C)C |r| N-[4-fluoro-5-[2-(4-hydroxy-4-methylpiperidin-1-yl)pyrimidin-5-yl]-2-[rac-(3R,5S)-3,4,5-trimethylpiperazin-1-yl]phenyl]-6-oxo-4-(trifluoromethyl)-1H-pyridine-3-carboxamide